3-bromo-1-(3-chloropyridin-2-yl)-N-[4-cyano-2-methyl-6-[N-methylcarbamoyl]phenyl]-1H-pyrazole-5-carboxamide BrC1=NN(C(=C1)C(=O)NC1=C(C=C(C=C1C(NC)=O)C#N)C)C1=NC=CC=C1Cl